1,1,1,3,3,3-Hexafluoropropan-2-yl 1-(3-(pyridin-3-yloxy)-5-(trifluoromethyl) benzyl)-1,8-diazaspiro[4.5]decane-8-carboxylate N1=CC(=CC=C1)OC=1C=C(CN2CCCC23CCN(CC3)C(=O)OC(C(F)(F)F)C(F)(F)F)C=C(C1)C(F)(F)F